O=C1NC(CCC1N1C(C2=CC=CC(=C2C1=O)NCCOCCOCCN(C[C@@H](C)NC(C1=CC=C(C=C1)C1=NOC(=N1)C(F)(F)F)=O)CC)=O)=O N-((2R)-1-((2-(2-(2-((2-(2,6-dioxopiperidin-3-yl)-1,3-dioxoisoindolin-4-yl)amino)ethoxy)ethoxy)ethyl)(ethyl)amino)propan-2-yl)-4-(5-(trifluoromethyl)-1,2,4-oxadiazol-3-yl)benzamide